SCC1CCN(C1)C(=O)[O-] 4-(mercaptomethyl)pyrrolidine-1-carboxylate